[Cl-].C(C=C)[N+](C)(C)CC=C (Diallyl)Dimethyl-Ammonium Chloride